1-(4-bromobenzyl)-Nα-(tert-butoxycarbonyl)-Nα-methyl-L-tryptophan BrC1=CC=C(CN2C=C(C[C@H](N(C)C(=O)OC(C)(C)C)C(=O)O)C3=CC=CC=C23)C=C1